FC=1C=C(C=C(C1)F)C(C(=O)N1CC2=C(N=C(NC2=O)C2(CCC2)C2=CC=CC=C2)CC1)O 6-(2-(3,5-difluorophenyl)-2-hydroxyacetyl)-2-(1-phenylcyclobutyl)-5,6,7,8-tetrahydropyrido[4,3-d]pyrimidin-4(3H)-one